ClC=1C=C(C=CC1OC)N1C(=NC2=C1C=C(C=C2)C2=CC(=CC(=C2)OC)OC)C#C 1-(3-chloro-4-methoxyphenyl)-6-(3,5-dimethoxyphenyl)-2-ethynyl-1H-benzo[d]imidazole